(Z)-(3-(3-(2-naphthyl)-1-(p-tolyl)-1H-pyrazol-4-yl)acryloyl)-L-tryptophan C1=C(C=CC2=CC=CC=C12)C1=NN(C=C1\C=C/C(=O)N[C@@H](CC1=CNC2=CC=CC=C12)C(=O)O)C1=CC=C(C=C1)C